tert-Butyl (R)-2-(((S)-1-(5-(((S)-1,1-dimethyl-2,3-dihydro-1H-inden-2-yl)amino)pyridin-2-yl)-2,2,2-trifluoroethyl)(methyl)carbamoyl)morpholine-4-carboxylate CC1([C@H](CC2=CC=CC=C12)NC=1C=CC(=NC1)[C@@H](C(F)(F)F)N(C(=O)[C@H]1CN(CCO1)C(=O)OC(C)(C)C)C)C